N1=CC(=C2N1C=CN=C2)C(=O)N2CC1=C(CC2)C(=CS1)C(=O)NC1=CC(=CC=C1)C(F)(F)F 6-(Pyrazolo[1,5-a]pyrazin-3-carbonyl)-N-(3-(trifluoromethyl)phenyl)-4,5,6,7-tetrahydrothieno[2,3-c]pyridin-3-carboxamid